8-Bromo-2,4-diphenyl-benzo[4,5]furo[3,2-d]pyrimidin BrC=1C=CC2=C(C=3N=C(N=C(C3O2)C2=CC=CC=C2)C2=CC=CC=C2)C1